N-[5-(4-cyano-3-fluorophenyl)-[1,2,4]triazolo[1,5-a]pyridin-7-yl]-3-fluorocyclobutane-1-carboxamide C(#N)C1=C(C=C(C=C1)C1=CC(=CC=2N1N=CN2)NC(=O)C2CC(C2)F)F